4-(1-phenyl-1H-pyrazol-4-yl)-N-propyl-N-(pyrrolidin-3-yl)-1H-pyrrole-2-carboxamide C1(=CC=CC=C1)N1N=CC(=C1)C=1C=C(NC1)C(=O)N(C1CNCC1)CCC